2,2-bis[4-[6'-(N-cyclohexyl-N-methylamino)-3'-methylspiro[phthalide-3,9'-xanthen]-2'-ylamino]phenyl]propane C1(CCCCC1)N(C)C=1C=C2OC=3C=C(C(=CC3C3(C2=CC1)OC(=O)C1=CC=CC=C13)NC1=CC=C(C=C1)C(C)(C)C1=CC=C(C=C1)NC1=CC=3C2(C4=CC=C(C=C4OC3C=C1C)N(C1CCCCC1)C)OC(=O)C1=CC=CC=C12)C